5-[6-[5-(6-methyl-2-pyridyl)-1H-imidazol-4-yl]-3-quinolyl]pyrimidine-2-carboxylic acid CC1=CC=CC(=N1)C1=C(N=CN1)C=1C=C2C=C(C=NC2=CC1)C=1C=NC(=NC1)C(=O)O